Cl\C=C(/C(C(C(F)F)(F)F)(F)F)\F E-1-chloro-2,3,3,4,4,5,5-heptafluoro-1-pentene